C(#N)C1=CC=C(CNC(=O)C2=NN(C=3C(N(C=CC32)CC3(CC3)S(=O)(=O)C)=O)C)C=C1 N-(4-cyanobenzyl)-1-methyl-6-((1-(methylsulfonyl)cyclopropyl)methyl)-7-oxo-6,7-dihydro-1H-pyrazolo[3,4-c]Pyridine-3-carboxamide